ClC1=CC2=C(OCC(O2)C(=O)C2=CN(C3=CC(=CC=C23)C=2C=NNC2)CCO)C=C1Cl (6,7-Dichloro-2,3-dihydro-1,4-benzodioxin-3-yl)-[1-(2-hydroxyethyl)-6-(1H-pyrazol-4-yl)indol-3-yl]methanone